NCCNC(C(O)C)C 2-((2-aminoethyl)amino)-1-Methylpropanol